C(CCC)NC1=NC(=NC2=C(C=CC=C12)C1=C(C=C(C=C1C)C=CC#N)C)NC1=C(C#N)C=CC=C1 ((4-(Butylamino)-8-(4-(2-cyanovinyl)-2,6-dimethylphenyl)quinazolin-2-yl)amino)benzonitrile